C(=C)C=1C=C(C(C(=O)OC)=CC1)C(=O)OC Dimethyl 4-vinylphthalate